C(C=C)(=O)N1CCC1 1-acryloylazetidin